(7R)-7-{4-[(2E)-but-2-enoyl]piperazin-1-yl}-2-(4-phenoxyphenyl)-4,5,6,7-tetrahydro-2H-pyrazolo[4,3-b]pyridine-3-carboxamide C(\C=C\C)(=O)N1CCN(CC1)[C@H]1C=2C(NCC1)=C(N(N2)C2=CC=C(C=C2)OC2=CC=CC=C2)C(=O)N